CN1N=CC=2C1=NC=NC2N2CCC(CC2)C(=O)NCCN2CCCCC2 1-(1-methyl-1H-pyrazolo[3,4-d]pyrimidin-4-yl)-N-(2-(piperidin-1-yl)ethyl)piperidine-4-carboxamide